(R)-N-(2,6-dichlorophenyl)-4-methoxy-2-((1-(1-methylazepan-4-yl)-1H-pyrazol-4-yl)amino)pyrimidine ClC1=C(C(=CC=C1)Cl)N1[C@H](N=C(C=C1)OC)NC=1C=NN(C1)C1CCN(CCC1)C